(1S)-6-chloro-1-[(oxan-4-yl)methyl]-2-[6-(trifluoromethyl)pyridin-2-yl]-2,3,4,9-tetrahydro-1H-pyrido[3,4-b]indole ClC=1C=C2C3=C(NC2=CC1)[C@@H](N(CC3)C3=NC(=CC=C3)C(F)(F)F)CC3CCOCC3